3-(4-((1R,5S)-3,8-diazabicyclo[3.2.1]octan-3-yl)-6,8-difluoro-2-((tetrahydro-1H-pyrrolizin-7a(5H)-yl)methoxy)quinazolin-7-yl)-4-methylaniline [C@H]12CN(C[C@H](CC1)N2)C2=NC(=NC1=C(C(=C(C=C21)F)C=2C=C(N)C=CC2C)F)OCC21CCCN1CCC2